OC1C(CCC(C1O)O)C(=O)O 2,3,4-trihydroxycyclohexane-1-carboxylic acid